NC1=C(C(=O)OC)C=C(C(=C1)C=1SC=C(N1)C(F)(F)F)C(F)(F)F methyl 2-amino-5-(trifluoromethyl)-4-(4-(trifluoromethyl)thiazol-2-yl)benzoate